[O-]S(=O)(=O)C(F)(F)F.C1(=CC=CC=C1)[SH+]C1=CC=CC=C1 diphenylsulfonium triflat